4-formamidobenzene-1,2-diol C(=O)NC=1C=C(C(=CC1)O)O